2-((4-(aminomethyl)piperidin-1-yl)sulfonyl)acetamide NCC1CCN(CC1)S(=O)(=O)CC(=O)N